methyl (R)-2-((2S,3R)-1-diphenylmethyl-2-methyl azetidin-3-yl)-2-(methanesulfonyl)acetate C1(=CC=CC=C1)C(N1[C@H]([C@@H](C1)[C@H](C(=O)OC)S(=O)(=O)C)C)C1=CC=CC=C1